2-Methyl-3-acetoxy-3-butene-1-aldehyde CC(C=O)C(=C)OC(C)=O